CN(C=1C=C(C=CC1)[C@@H]1N(CCCC1)C(C(=O)NC=1C=C(C(=NC1)NC(OC(C)(C)C)=O)C)=O)C tert-butyl N-[5-[[2-[(2R)-2-[3-(dimethylamino)phenyl]-1-piperidyl]-2-oxo-acetyl]amino]-3-methyl-2-pyridyl]carbamate